N-(5-bromo-8-((2,2-difluoroethyl)amino)-2,7-naphthyridin-3-yl)cyclopropanecarboxamide BrC1=C2C=C(N=CC2=C(N=C1)NCC(F)F)NC(=O)C1CC1